2-(Methoxyimino)-3-(2-nitrobenzyl)-4-oxopentanoic acid methyl ester COC(C(C(C(C)=O)CC1=C(C=CC=C1)[N+](=O)[O-])=NOC)=O